trimethoxy-silicon hydride CO[SiH](OC)OC